FC=1C=CC(=C(C(=O)N2C3CC(C(C2CNC(OC(C)(C)C)=O)C)C3)C1)N1N=CC=N1 tert-butyl N-({2-[5-fluoro-2-(2H-1,2,3-triazol-2-yl)benzoyl]-4-methyl-2-azabicyclo[3.1.1]heptan-3-yl}methyl)carbamate